NC1=NC2=NC=C(N=C2C(=N1)O)CNC1=CC=C(C=C1)C(=O)N[C@H](C(=O)O)CCC(=O)O (2S)-2-[(4-{[(2-amino-4-hydroxypteridin-6-yl)methyl]amino}phenyl)formamido]pentanedioic acid